Nε-Methyl-L-lysine hydrochloride Cl.CNCCCC[C@H](N)C(=O)O